ClC=1C=CC(=C(C1)S(=O)(=O)N1CCCC2=CC=C(C=C12)C(=O)NC1=CC(=C(C(=O)O)C=C1)F)OC 4-{[1-(5-Chloro-2-methoxy-benzenesulfonyl)-1,2,3,4-tetrahydro-quinoline-7-carbonyl]-amino}-2-fluoro-benzoic acid